CC(CCCCC)NC1=CC=C(C=C1)NC1=CC=CC=C1 N-(1-methylhexyl)-N'-phenyl-p-phenylenediamine